N-(5-(3-(5-amino-1,3,4-thiadiazol-2-yl)piperidin-1-yl)-1,3,4-thiadiazol-2-yl)-2-(3-(trifluoromethoxy)phenyl)acetamide NC1=NN=C(S1)C1CN(CCC1)C1=NN=C(S1)NC(CC1=CC(=CC=C1)OC(F)(F)F)=O